C(C)(C)(C)OC(=O)N1C(CCCC1)OC=1N2C(=NN1)CC(C2)C2=C(C(=CC=C2OCC=C)Cl)Cl ((6-(6-(allyloxy)-2,3-dichlorophenyl)-6,7-dihydro-5H-pyrrolo[2,1-c][1,2,4]triazol-3-yl)oxy)piperidine-1-carboxylic acid tert-butyl ester